4-bromo-3-hydroxybenzenesulfonamide BrC1=C(C=C(C=C1)S(=O)(=O)N)O